7-bromo-2-chloro-1-methyl-1H-imidazo[4,5-c]pyridine BrC=1C2=C(C=NC1)N=C(N2C)Cl